C=1(C(=CC=CC1)CO)C=1C(=CC=CC1)CO biphenyl-2,2'-dimethanol